ClC1=NC(=CC2=C1CCC2)Cl 1,3-dichloro-6,7-dihydro-5H-cyclopenta[c]pyridine